4-butyryloxy-2,5-dimethyl-3(2H)-furanone C(CCC)(=O)OC=1C(C(OC1C)C)=O